4-methoxypiperidine-3-formic acid COC1C(CNCC1)C(=O)O